ClC=1C=C(C=C(C1)Cl)C1=NC(=CC(=C1)CN1CCC(CC1)CB(O)O)OC=1C=NC(=NC1)N1CCN(CC1)C ((1-((2-(3,5-dichloro-phenyl)-6-((2-(4-methyl-piperazin-1-yl)pyrimidin-5-yl)oxy)pyridin-4-yl)methyl)piperidin-4-yl)methyl)boronic acid